(R)-1-(2-(trifluoromethyl)phenyl)ethyl (4-(5-amino-6-methylpyridin-2-yl)-1-methyl-1H-1,2,3-triazol-5-yl)carbamate NC=1C=CC(=NC1C)C=1N=NN(C1NC(O[C@H](C)C1=C(C=CC=C1)C(F)(F)F)=O)C